C1=CC=CC=2C3=CC=CC=C3C(C12)COC(=O)N[C@H](C(=O)NCC(=O)O)C [(2S)-2-[[(9H-fluoren-9-ylmethoxy)carbonyl]amino]propanamido]-acetic acid